O1C(CCCCCCCCCC\C=C/CC1)=O (13Z)-1-oxacyclohexadec-13-en-2-one